NC1=NC=CC2=C(C=CC=C12)C=1C=C2C(=NN(C2=CC1)CC(C)C)COC1=C(C=CC=C1)CC(=O)O 2-(2-((5-(1-aminoisoquinolin-5-yl)-1-isobutyl-1H-indazol-3-yl)methoxy)phenyl)acetic acid